tert-butyl N-methyl-N-{4-[1-(4-methylbenzoyl)-5-(pyridin-2-yl)-4,5-dihydropyrazol-3-yl]phenyl}carbamate CN(C(OC(C)(C)C)=O)C1=CC=C(C=C1)C1=NN(C(C1)C1=NC=CC=C1)C(C1=CC=C(C=C1)C)=O